(3R)-4-amino-N-((1s,2s)-2-cyanocyclopentyl)-N-((5-cyano-2-pyridinyl)methyl)-3-methyl-1,3-dihydrofuro[3,4-c]quinoline-8-carboxamide NC1=NC=2C=CC(=CC2C2=C1[C@H](OC2)C)C(=O)N(CC2=NC=C(C=C2)C#N)[C@@H]2[C@H](CCC2)C#N